Cl.COC1=CC=C(C=C1)C1CNCC1 3-(4-methoxyphenyl)pyrrolidine hydrochloride